Boc-nipecotic acid C(=O)(OC(C)(C)C)N1CC(C(=O)O)CCC1